P(OCC)(OCC)(SC(C1=CC=CC=C1)C1=C(C=CC=C1)O)=O O,O-DIETHYL S-((2-HYDROXYPHENYL)(PHENYL)METHYL) PHOSPHOROTHIOATE